tert-butyl 3-bromo-4-ethyl-pyrrolidine-1-carboxylate BrC1CN(CC1CC)C(=O)OC(C)(C)C